ClC1=C(C=C(C=C1)C(C(C)C)N1C[C@@H](N(C[C@H]1C)C(=O)OC(C)(C)C)C)F tert-butyl (2S,5R)-4-(1-(4-chloro-3-fluorophenyl)-2-methylpropyl)-2,5-dimethylpiperazine-1-carboxylate